(2,3-dihydroxynaphthyl)tetraphenylphosphonium bromide [Br-].OC1=C(C2=CC=CC=C2C=C1O)C1=C(C=CC=C1)[P+](C1=CC=CC=C1)(C1=CC=CC=C1)C1=CC=CC=C1